4-(7-(2,3-dichloro-6-methoxyphenyl)imidazo[1,2-a]pyridine-2-carbonyl)piperazine-1-carboxylate ClC1=C(C(=CC=C1Cl)OC)C1=CC=2N(C=C1)C=C(N2)C(=O)N2CCN(CC2)C(=O)[O-]